CC1(C(=O)N)CC(=CC=C1)C m-dimethylbenzamide